CC(C=O)(C)N1CCCCC1 2-methyl-2-(piperidin-1-yl)propanal